3-bromo-1-(2-fluoro-4-nitrophenyl)-2-methyl-1H-pyrrolo[2,3-b]Pyridine BrC1=C(N(C2=NC=CC=C21)C2=C(C=C(C=C2)[N+](=O)[O-])F)C